2-((2,2-Difluoroethyl)amino)-2-(1-(difluoromethyl)cyclopropyl)ethan-1-ol FC(CNC(CO)C1(CC1)C(F)F)F